O1C=CC=2C=C3C=CC(OC3=CC21)=O furo[3,2-g]chromen-7-one